FC=1C=C(C=C(C1CNCCCC(=O)O)OC)C1=C(C(=C(C=C1)CNCCCC(=O)O)C1=C(C(=CC=C1)C1=CC(=CC(=C1)OC)F)C)C 4,4'-(((3,3'''-difluoro-5,5'''-dimethoxy-2',2''-dimethyl-[1,1':3',1'':3'',1'''-quaterphenyl]-4,4'-diyl)bis(methylene))bis(azanediyl))dibutyric acid